C(N)(O)=O.C(N)(O)=O.CC(COC(C(=C)C)=O)C1C(CCCC1)(C)C 1-methyl-2-methacryloxyethyl-dimethylcyclohexane dicarbamate